dicarboxyl tartrate C(=O)(OC(=O)O)C(O)C(O)C(=O)OC(=O)O